C(#N)C=1C=C(C(=NC1)NC(CN1C(C2=C(C3(C1)CC3)C=C(S2)CC)=O)=O)F N-(5-cyano-3-fluoropyridin-2-yl)-2-(2'-ethyl-7'-oxo-5'H-spiro[cyclopropane-1,4'-thieno[2,3-c]pyridin]-6'(7'H)-yl)acetamide